C(C)(C)(C)OC(=O)N1COC2=C(C1)C=CC=C2B2OC(C(O2)(C)C)(C)C.BrC2=C(C=C(OC1OCCCC1)C=C2)[N+](=O)[O-] (4-bromo-3-nitrophenoxy)tetrahydro-2H-pyran tert-butyl-8-(4,4,5,5-tetramethyl-1,3,2-dioxaborolan-2-yl)-2,4-dihydro-1,3-benzoxazine-3-carboxylate